C(C=C)(=O)N1[C@@H]2CN(C[C@@H]2C1)S(=O)(=O)N1CCC(CC1)CN1CCC2(CN(C2)C2=NC=NC=C2OC2=C(C(=O)N(C(C)C)C(C)C)C=C(C=C2)F)CC1 2-((4-(7-((1-(((1S,5S)-6-acryloyl-3,6-diazabicyclo[3.2.0]heptan-3-yl)Sulfonyl)piperidin-4-yl)methyl)-2,7-diazaspiro[3.5]nonan-2-yl)pyrimidin-5-yl)oxy)-5-fluoro-N,N-Diisopropylbenzamide